(4,4,5,5-tetramethyl-1,3,2-dioxaborolan-2-yl)naphthalene-2-amine CC1(OB(OC1(C)C)C1=C(C=CC2=CC=CC=C12)N)C